C(C)OC(CC1=CC(=C(C=C1)C)OC)=O Ethyl-2-(3-methoxy-4-methylphenyl)acetate